C(=O)(O)CCCCCOC(C=C)=O acrylic acid-5-carboxypentyl ester